C(CCCC(CC)(N)N)CCCC(CC)(N)N methylenebis(4,4'-diaminohexane)